C(C)(C)C=1N=C(SC1)C(=O)O 4-isopropyl-1,3-thiazole-2-carboxylic acid